3-(2-chloro-4-cyclopentylamino-pyrimidin-5-yl)-prop-2-yn-1-ol ClC1=NC=C(C(=N1)NC1CCCC1)C#CCO